(3-amino-2,6-dichloro-phenyl)boronic acid NC=1C(=C(C(=CC1)Cl)B(O)O)Cl